CC(C(=O)N(CC)C1=CC2=C(OC(O2)(F)F)C=C1)N1N=C(C2=C(C1=O)C=CO2)Cl methyl-2-(7-chloro-4-oxofuro[2,3-d]pyridazin-5(4H)-yl)-N-(2,2-difluorobenzo[d][1,3]dioxol-5-yl)-N-ethylacetamide